CN1N=CC2=CC(=CC=C12)C(=O)NC=1C=CC=2N(C1)C=C(N2)[C@@H]2N(CC1(C2)CCCC1)C(=O)OC(C)(C)C |r| rac-tert-butyl 3-[6-(1-methylindazole-5-amido)imidazo[1,2-a]pyridin-2-yl]-2-azaspiro[4.4]nonane-2-carboxylate